C[Si](OCC)(OCC)C(C=O)CCCCCCCCC (methyldiethoxysilyl)undecaldehyde